C1=C2C3C(NC(C2=CC=C1)=O)CCCCCCCCCC3 6a,7,8,9,10,11,12,13,14,15,16,16a-dodecahydrocyclododeca[c]isoquinolin-5(6H)-one